[Na+].ClC1=C(C(C(=O)[O-])=CC(=C1)Cl)C(=O)O 3,5-dichlorophthalic acid monosodium salt